C1CCNCC1.C1CCN(CC1)C(=S)S piperidine PentamethyleneDithiocarbamate